N-((1R,4r)-4-(2-(((R)-2-(5-Fluoropyridin-3-yl)-2-hydroxyethyl)amino)-propan-2-yl)cyclohexyl)acetamide FC=1C=C(C=NC1)[C@H](CNC(C)(C)C1CCC(CC1)NC(C)=O)O